9-(2-naphthyl-1,3,4,5,6,7,8-d7)-9'-(phenyl-2,3,4,5,6-d5)-3,3'-bi-9H-carbazole-1,1',2,2',4,4,5,5',6,6,7,7,8,8'-d14 C1(=C(C(=C(C2=C(C(=C(C(=C12)[2H])[2H])[2H])[2H])[2H])[2H])N1C2=C(C(C(C(C2=C2C(C(=C(C(=C12)[2H])[2H])C=1C(=C(C=2N(C=3C(=CC=C(C3C2C1)[2H])[2H])C1=C(C(=C(C(=C1[2H])[2H])[2H])[2H])[2H])[2H])[2H])([2H])[2H])[2H])([2H])[2H])([2H])[2H])[2H])[2H]